CC1=CC(=NC(=N1)NC=1C=C(C2=C(CCO2)C1)OCCCN1CCCC1)NC1CCNCC1 6-methyl-N4-(4-piperidyl)-N2-[7-(3-pyrrolidin-1-ylpropoxy)-2,3-dihydrobenzofuran-5-yl]pyrimidine-2,4-diamine